ClC=1C(=C(CN2[C@@H](C[C@@](CC2)(C(=O)O)CC2=NC(=CC(=C2F)C(F)(F)F)NC2=NNC(=C2)C)CC)C=CC1)F (2R,4R)-1-(3-chloro-2-fluorobenzyl)-2-ethyl-4-((3-fluoro-6-((5-methyl-1H-pyrazol-3-yl)amino)-4-(trifluoromethyl)pyridin-2-yl)methyl)piperidine-4-carboxylic acid